C(CC(C(=O)O)S)C(C(=O)O)S ethylenebis(mercaptoacetic acid)